methyl 2-(3,5-dichloro-4-(2-fluoro-3-(1-(4-fluorophenyl)vinyl)-4-hydroxybenzyl)phenyl)acetate ClC=1C=C(C=C(C1CC1=C(C(=C(C=C1)O)C(=C)C1=CC=C(C=C1)F)F)Cl)CC(=O)OC